methyl 2-(4,4-difluoro-3-methylpiperidin-1-yl)-4,6-dimethyl-5-(trifluoromethyl)nicotinate FC1(C(CN(CC1)C1=C(C(=O)OC)C(=C(C(=N1)C)C(F)(F)F)C)C)F